C1(=CC=C(C=C1)N(C1=CC=C(C=C1)B(O)O)C1=CC=CC=C1)C1=CC=CC=C1 4-{(biphenyl-4-yl)-phenylamino}phenylboronic acid